O=C1C[C@H](N1)C(=O)N[C@@H](CC1=CNC=N1)C(=O)N1[C@@H](CCC1)C(=O)N N-[[(s)-4-oxo-2-azetidinyl]-carbonyl]-L-histidyl-L-prolinamide